[Cl-].[NH4+].C1(=CC=CC=C1)[PH2](C1=CC=CC=C1)C1=CC=CC=C1.C1(=CC=CC=C1)[PH2](C1=CC=CC=C1)C1=CC=CC=C1 bis(triphenyl-phosphorane) ammonium chloride